6-(4-(3,6-diazabicyclo[3.1.1]heptane-3-carbonyl)benzyl)-2-amino-4-(((R)-pentan-2-yl)amino)pyrido[4,3-d]pyrimidin-5(6H)-one C12CN(CC(N1)C2)C(=O)C2=CC=C(CN1C(C3=C(N=C(N=C3N[C@H](C)CCC)N)C=C1)=O)C=C2